CC1=NC(=CC(=C1)C=1NC2=CC=C(C=C2C1C(C)C)C1CCN(CC1)CC(=O)N1CC(C1)O)C 2-(4-(2-(2,6-dimethylpyridin-4-yl)-3-isopropyl-1H-indol-5-yl)piperidin-1-yl)-1-(3-hydroxyazetidin-1-yl)ethan-1-one